FC1=CC(=CC2=C1OC(CO2)C=2C=NC(=CC2)OC)CC=2C=NN1C2N=CC(=C1)OC 3-((8-fluoro-2-(6-methoxypyridin-3-yl)-2,3-dihydrobenzo[b][1,4]dioxin-6-yl)methyl)-6-methoxypyrazolo[1,5-a]pyrimidine